C(C)(C)(C)OC(=O)N1CC(C(CC1)C(N[C@H](C(=O)OC)CCCCCCCC1=NC=2NCCCC2C=C1)=O)(F)F 3,3-difluoro-4-(((S)-1-methoxy-1-oxo-9-(5,6,7,8-tetrahydro-1,8-naphthyridin-2-yl)nonan-2-yl)carbamoyl)piperidine-1-carboxylic acid tert-butyl ester